4-[4-(methoxymethyl)-4-methylpiperidin-1-yl]-1-methyl-1H-indazol-5-amine COCC1(CCN(CC1)C1=C2C=NN(C2=CC=C1N)C)C